(e)-Isoindoline-1,3-dione C1(NC(C2=CC=CC=C12)=O)=O